5-methylamino-pyrazole CNC1=CC=NN1